COC1=CC=C(/C=C/B2OC(C(O2)(C)C)(C)C)C=C1 (E)-2-(4-methoxystyryl)-4,4,5,5-tetramethyl-1,3,2-dioxaborolan